OC1=C(C=CC(=C1)O)CC1=C(C(=CC(=C1)Cl)CC1=C(C=C(C=C1)O)O)O 2,6-bis(2,4-dihydroxyphenylmethyl)-4-chlorophenol